O1CCC(CC1)NC1=NC=CC(=N1)C(=O)N 2-((tetrahydro-2H-pyran-4-yl)amino)pyrimidine-4-carboxamide